BrC=1C=CC=2N(C3=CC=CC=C3C2C1)CC1=CC=C(CP(OCC)(OCC)=O)C=C1 diethyl (4-((3-bromo-9H-carbazol-9-yl)methyl)benzyl)phosphonate